2-[4-[(E)-3-(4-Prop-2-enoxyphenyl)prop-2-enoyl]phenoxy]propanoic acid C(C=C)OC1=CC=C(C=C1)/C=C/C(=O)C1=CC=C(OC(C(=O)O)C)C=C1